N-methyl-N-Phenyl-7-(pyridin-4-yl)-[1,2,4]triazolo[4,3-a]quinazolin-5-amine CN(C1=NC=2N(C3=CC=C(C=C13)C1=CC=NC=C1)C=NN2)C2=CC=CC=C2